(S)-(1-oxo-1-(((4'-(trifluoromethyl)-[1,1'-biphenyl]-4-yl) methyl) amino) pent-2-yl) carbamate C(N)(O[C@H](C(NCC1=CC=C(C=C1)C1=CC=C(C=C1)C(F)(F)F)=O)CCC)=O